ClC1=C2C3(C(N(C2=CC=C1)C1=CC=NN1C)=O)CC3 chloro-1'-(1-methyl-1H-pyrazol-5-yl)spiro[cyclopropane-1,3'-indoline]-2'-one